BrC=1C=C(C(=NC1)C(=O)N1COC2=C(C1)C=CC=C2C2=CC(=C(C(=O)OC)C=C2F)N2C1COCC2CC1)Cl Methyl 4-[3-(5-bromo-3-chloropyridine-2-carbonyl)-2,4-dihydro-1,3-benzoxazin-8-yl]-5-fluoro-2-(3-oxa-8-azabicyclo[3.2.1]octan-8-yl)benzoate